NC1=C2C(=NC=N1)N(N=C2C2=CC=C(C=C2)OC2=CC=CC=C2)C2CCN(CC2)C2CCN(CC2)C2CCN(CC2)C=2C=C1C(N(C(C1=CC2)=O)C2C(NC(CC2)=O)=O)=O 5-[4-[4-[4-[4-amino-3-(4-phenoxyphenyl)pyrazolo[3,4-d]pyrimidin-1-yl]-1-piperidyl]-1-piperidyl]-1-piperidyl]-2-(2,6-dioxo-3-piperidyl)isoindoline-1,3-dione